C(C)(=O)ONC(=N)C1=CSC(=C1)CN N-acetoxy-5-(aminomethyl)thiophene-3-carboximidamide